Benzyl 8-bromo-8-fluoro-2-oxa-6-azabicyclo[5.1.0]octane-6-carboxylate BrC1(C2N(CCCOC12)C(=O)OCC1=CC=CC=C1)F